FC1=NN(C=C1)C1=CC=C(C2=C1N=CS2)B2OC(C(O2)(C)C)(C)C 4-(3-fluoropyrazol-1-yl)-7-(4,4,5,5-tetramethyl-1,3,2-dioxaborolan-2-yl)-1,3-benzothiazole